7-cyano-4-(ethylamino)-N-(2-(pyrrolidin-2-yl)ethyl)-5H-pyrido[3,2-b]indole-3-carboxamide C(#N)C=1C=CC=2C3=C(NC2C1)C(=C(C=N3)C(=O)NCCC3NCCC3)NCC